C(C)(C)(C)OC(NC1CN(CC1)C(N(C)C)=O)=O (1-(dimethylcarbamoyl)pyrrolidin-3-yl)carbamic acid-(R)-tert-butyl ester